2-(6-chloropyridin-3-yl)-2-(hydroxymethyl)propane-1,3-diol ClC1=CC=C(C=N1)C(CO)(CO)CO